3,6-di-thiaoctane-1,8-diol C(CSCCSCCO)O